DIETHYLAMINE ACETATE C(C)(=O)O.C(C)NCC